di(naphthalen-2-yl)phosphinic fluoride C1=C(C=CC2=CC=CC=C12)P(=O)(C1=CC2=CC=CC=C2C=C1)F